2,4,6-tris(2-ethyl-1-aziridinyl)-1,3,5-triazine C(C)C1N(C1)C1=NC(=NC(=N1)N1C(C1)CC)N1C(C1)CC